octahydro-1H-2,6-methanopyrrolo[3,2-b]pyridine-1-carboxylate N1(C2CC3NCC(CC31)C2)C(=O)[O-]